[Si](C)(C)(C(C)(C)C)O[C@@H](CNC(OC(C)(C)C)=O)CC(=O)C1=C(C(=CC(=C1)F)F)O tert-butyl (R)-(2-((tert-butyldimethylsilyl)oxy)-4-(3,5-difluoro-2-hydroxyphenyl)-4-oxobutyl)carbamate